2-((2-(1-(cyclopropylsulfonyl)-1H-pyrazol-4-yl)pyridin-4-yl)amino)-4-(isopropylamino)-N-(4,4,4-trifluorobutyl)pyrimidin-5-carboxamide C1(CC1)S(=O)(=O)N1N=CC(=C1)C1=NC=CC(=C1)NC1=NC=C(C(=N1)NC(C)C)C(=O)NCCCC(F)(F)F